N[C@@H](C(C)(O)C)C1=CC(=CC=C1)C(F)(F)F |r| (±)-1-amino-2-methyl-1-(3-(trifluoromethyl)phenyl)propan-2-ol